C(C)(C)C1=NN(C=N1)C1=NC=CC(=N1)C(=O)O 2-(3-isopropyl-1,2,4-triazol-1-yl)pyrimidine-4-carboxylic acid